N=1C=C(N2C1C=CC=C2)C2=C1CN(C(C1=C(C=C2)NC2=NC=C(C=C2)N2CCN(CC2)C)=O)C(=O)OC(C)(C)C Tert-butyl 4-(imidazo[1,2-a]pyridin-3-yl)-7-((5-(4-methylpiperazin-1-yl) pyridin-2-yl) amino)-1-oxoisoindoline-2-carboxylate